The molecule is a hydrochloride salt resulting from the reaction of equimolar amounts of 9-aminoacridine and hydrogen chloride. It has a role as an antiinfective agent, an antiseptic drug and a mutagen. It contains a 9-aminoacridine(1+). C1=CC=C2C(=C1)C(=C3C=CC=CC3=N2)N.Cl